N=1CN(C=CC1)C(=O)NN Pyrimidine-3-carbohydrazide